C(=O)(OC(C)(C)C)C1C(=O)N(C(C1)=O)OC([C@@H](NC(=O)OC(C)(C)C)CC1=CNC=N1)=O Boc-L-histidine (Boc)-succinimidyl ester